3-fluoro-N-(5-(2-((3aR,5r,6aS)-2-(2,2,2-trifluoroethyl)octa-hydrocyclopenta[c]pyrrol-5-yl)ethoxy)-1H-indol-3-yl)bicyclo[1.1.1]pentane-1-carboxamide FC12CC(C1)(C2)C(=O)NC2=CNC1=CC=C(C=C21)OCCC2C[C@@H]1[C@@H](CN(C1)CC(F)(F)F)C2